2,3-dihydroxypropan-1-yl undecanoate C(CCCCCCCCCC)(=O)OCC(CO)O